ClC=1C=C2C(=C3C1NC(NC31CCCCC1)=O)OC(=N2)CN2CCN(CC2)C(C)C 5-chloro-2-{[4-(propan-2-yl)piperazin-1-yl]methyl}-7,8-dihydro-6H-spiro[[1,3]oxazolo[5,4-f]quinazoline-9,1'-cyclohexan]-7-one